N-[3-(3-methoxy-3-methylbutoxy)-1-[(1r,4r)-4-(morpholin-4-yl)cyclohexyl]-1H-pyrazol-4-yl]pyrimidin-2-amine COC(CCOC1=NN(C=C1NC1=NC=CC=N1)C1CCC(CC1)N1CCOCC1)(C)C